1-(methoxycarbonyl)-2-(trifluoromethyl)-ethane COC(=O)CCC(F)(F)F